diethylgermanium C(C)[Ge]CC